[(3R,5S,8R,9S,10S,13S,14S,17S)-17-acetyl-3,10,13-trimethyl-1,2,4,5,6,7,8,9,11,12,14,15,16,17-tetradecahydrocyclopenta[a]phenanthren-3-yl] 3-cyclopent-3-en-1-ylpropanoate C1(CC=CC1)CCC(=O)O[C@@]1(CC[C@@]2([C@H]3CC[C@@]4([C@H](CC[C@H]4[C@@H]3CC[C@H]2C1)C(C)=O)C)C)C